COC1=CC=C(C=C1)C1=NN2C(NC=CC2=O)=C1 (4-methoxyphenyl)pyrazolo[1,5-a]pyrimidin-7(4H)-one